ClC=1C=C2C(NC(N3C2=C(C1C1=C(C=C(C(=C1)Cl)F)F)SC[C@H](C3)OC)=O)=O (S)-10-chloro-11-(5-chloro-2,4-difluorophenyl)-3-methoxy-3,4-dihydro-2H,6H-[1,4]thiazepino[2,3,4-ij]quinazoline-6,8(7H)-dione